(E)-1-(4-Ethoxy-2-hydroxy-6-methoxyphenyl)-3-(4-ethoxyphenyl)prop-2-en-1-one C(C)OC1=CC(=C(C(=C1)OC)C(\C=C\C1=CC=C(C=C1)OCC)=O)O